O=C1NC(CCC1N1C(C2=CC=C(C=C2C1)C#CCC1CCN(CC1)C(=O)OC(C)(C)C)=O)=O tert-butyl 4-(3-(2-(2,6-dioxopiperidin-3-yl)-1-oxoisoindolin-5-yl)prop-2-yn-1-yl)piperidine-1-carboxylate